(S)-N-(1-amino-3-hydroxy-1-oxopropan-2-yl)-2-methyl-5-((2-methyloxazol-5-yl)methoxy)benzofuran-3-carboxamide NC([C@H](CO)NC(=O)C1=C(OC2=C1C=C(C=C2)OCC2=CN=C(O2)C)C)=O